tert-butyl ((1S,3S)-3-((4-(3-isopropyl-2-(tetrahydro-2H-pyran-2-yl)-2H-indazol-5-yl)pyrimidin-2-yl)amino) cyclopentyl)carbamate C(C)(C)C=1N(N=C2C=CC(=CC12)C1=NC(=NC=C1)N[C@@H]1C[C@H](CC1)NC(OC(C)(C)C)=O)C1OCCCC1